(R)-5-amino-N-methyl-N-(7-(trifluoromethyl)chroman-4-yl)-6,8-dihydro-1H-furo[3,4-d]pyrrolo[3,2-b]pyridine-2-carboxamide NC1=C2C(=C3C(=N1)C=C(N3)C(=O)N([C@@H]3CCOC1=CC(=CC=C31)C(F)(F)F)C)COC2